selenophosphoric acid thioester S1OP(O1)(O)=[Se]